6,11-dioxo-12-(pyridin-3-yl)-6,11,12,13-tetrahydrobenzo[f]naphtho[2,3-b][1,4]oxazepine-7,10-diyl diacetate C(C)(=O)OC1=CC=C(C=2C(C3=C(OC4=C(CN3C=3C=NC=CC3)C=CC=C4)C(C12)=O)=O)OC(C)=O